zinc citrate nickel [Ni+2].C(CC(O)(C(=O)[O-])CC(=O)[O-])(=O)[O-].[Zn+2]